C(C=C)(=O)N1CCC(CC1)OC=1C=C2C(=C(C=NC2=CC1OC)C#N)NC1=CC(=C(C=C1)Cl)Cl 6-(1-Acryloyl-piperidin-4-yloxy)-4-(3,4-dichloro-phenylamino)-7-methoxy-quinoline-3-carbonitrile